C(C)(C)(C)C1=CC(=NO1)NC(=O)C1=CSC=2CN(CCC21)C(=O)C=2C=NN1C2C=NC=C1 N-(5-(Tert-butyl)isoxazol-3-yl)-6-(pyrazolo[1,5-a]pyrazin-3-carbonyl)-4,5,6,7-tetrahydrothieno[2,3-c]pyridin-3-carboxamid